FC=1C2=C(C(=NC1)C)CC(C2)CNCCC2CN(C(O2)=O)C=2C=CC=1OCC(NC1N2)=O 6-[5-[2-[(4-fluoro-1-methyl-6,7-dihydro-5H-cyclopenta[c]pyridin-6-yl)methylamino]ethyl]-2-oxo-1,3-oxazolidin-3-yl]-4H-pyrido[3,2-b][1,4]oxazin-3-one